(((5Z,8Z,11Z,14Z,17Z)-1-ethoxyicosa-5,8,11,14,17-pentaen-1-yl)oxy)triethylsilane C(C)OC(CCC\C=C/C\C=C/C\C=C/C\C=C/C\C=C/CC)O[Si](CC)(CC)CC